(3-bromo-4-(2-methylphenyl)-2-azetidinon-1-yl)adamantanecarboxamide BrC1C(N(C1C1=C(C=CC=C1)C)C1C2(CC3CC(CC1C3)C2)C(=O)N)=O